1-cyclopropyl-6-fluoro-7-(3-methyl-4-acetylpiperazin-1-yl)-3-(4-chlorocinnamoyl)-8-methoxy-quinolin-4(1H)-one C1(CC1)N1C=C(C(C2=CC(=C(C(=C12)OC)N1CC(N(CC1)C(C)=O)C)F)=O)C(C=CC1=CC=C(C=C1)Cl)=O